OC1=CC=C(C=C1)C1=CC=C(C=C1)C(=O)OCC Ethyl 4'-hydroxy-[1,1'-biphenyl]-4-carboxylate